CC(CCCCCC)OP(O)(=O)C(CCCCCC)C (1-methyl-heptyl)(1-methyl-heptyl)phosphonic acid